hydroxy-methylphenyl-benzotriazole OC=1C(=C(C2=C(NN=N2)C1)C1=CC=CC=C1)C